(R and S)-N-(bis(4-chlorophenyl)methyl)-3-methyl-2-oxoimidazolidine-4-carboxamide ClC1=CC=C(C=C1)C(NC(=O)[C@@H]1N(C(NC1)=O)C)C1=CC=C(C=C1)Cl |r|